tert-butyl 6-(4-((2,6-dioxopiperidin-3-yl)amino)phenyl)-7,7-difluoro-3-azabicyclo[4.1.0]heptane-3-carboxylate O=C1NC(CCC1NC1=CC=C(C=C1)C12CCN(CC2C1(F)F)C(=O)OC(C)(C)C)=O